2-(2-fluoro-4-methylphenyl)isonicotinamide FC1=C(C=CC(=C1)C)C=1C=C(C(=O)N)C=CN1